[(3R,4R)-4-[(1R)-1-[4-[[4-(azetidin-1-yl)-6-methyl-2-pyridyl]oxymethyl]phenyl]ethyl]-4-methyl-5-oxo-pyrrolidin-3-yl]methyl 4-methylbenzenesulfonate CC1=CC=C(C=C1)S(=O)(=O)OC[C@H]1CNC([C@]1(C)[C@H](C)C1=CC=C(C=C1)COC1=NC(=CC(=C1)N1CCC1)C)=O